ClC=1C(=CC(=NC1C1=CC=C(C=C1)F)C(CNC(=O)C=1C=C2C=C(C=NC2=C(C1)OC)C)(O)C1CC1)C(C)(C)O (-)-N-{2-[5-chloro-6-(4-fluorophenyl)-4-(2-hydroxypropan-2-yl)pyridin-2-yl]-2-cyclopropyl-2-hydroxyEthyl}-8-methoxy-3-methylquinoline-6-carboxamide